5-bromo-2-(3,4-dimethoxyphenyl)-3,6-dimethyl-1H-indole-1-carboxylic acid tert-butyl ester C(C)(C)(C)OC(=O)N1C(=C(C2=CC(=C(C=C12)C)Br)C)C1=CC(=C(C=C1)OC)OC